N[C@H](C(=O)OC)CC1=C2C=CC(OC2=C(C=C1)Br)(C)C methyl (S)-2-amino-3-(8-bromo-2,2-dimethyl-2H-chromen-5-yl)propanoate